C(C)(C)(C)OC(=O)NCCCC[C@H](N)C(=O)OC(C)(C)C tert-butyl N6-(tert-butoxycarbonyl)-L-lysinate